methanesulfonic acid-2-{3-[2-(1-{[3,5-bis(difluoromethyl)-1H-pyrazole-1-yl]acetyl}piperidin-4-yl)-1,3-thiazol-4-yl]-4,5-dihydro-1,2-oxazol-5-yl}-3-chlorophenyl ester FC(C1=NN(C(=C1)C(F)F)CC(=O)N1CCC(CC1)C=1SC=C(N1)C1=NOC(C1)C1=C(C=CC=C1Cl)OS(=O)(=O)C)F